selenium-nickel-molybdenum sulfide [Mo]=S.[Ni].[Se]